5-(2-azidoethyl)-2-hydroxybenzaldehyde N(=[N+]=[N-])CCC=1C=CC(=C(C=O)C1)O